O1CC(CC1)C1=NC(=CC(=C1)N)C(F)(F)F 2-(tetrahydrofuran-3-yl)-6-(trifluoromethyl)pyridin-4-amine